((2R,3S,4R,5R)-5-(2-chloro-6-(cyclopentylamino)-9H-purin-9-yl)-3,4-dihydroxytetrahydrofuran-2-yl)L-valine methyl ester COC([C@@H](N[C@@H]1O[C@H]([C@@H]([C@@H]1O)O)N1C2=NC(=NC(=C2N=C1)NC1CCCC1)Cl)C(C)C)=O